OCCN1C[C@@H](CCC1)NC1=NN=C(C=2N1C=CC2)C2=C(C=C(C=C2)OC)O 2-(4-{[(3R)-1-(2-hydroxyethyl)piperidin-3-yl]amino}pyrrolo[1,2-d][1,2,4]triazin-1-yl)-5-methoxyphenol